1-methyl-4-oxo-1,4-dihydroquinoline-3-carbaldehyde CN1C=C(C(C2=CC=CC=C12)=O)C=O